O=C1NC(=NO1)C=1C(=NC=CC1OCC(=O)O)NC1=CC=C(C=C1)C(F)(F)F 2-[[3-(5-oxo-4H-1,2,4-oxadiazol-3-yl)-2-[4-(trifluoromethyl)anilino]-4-pyridinyl]oxy]acetic acid